2,5-diaminoterephthalic acid methyl ester COC(C1=C(C=C(C(=O)O)C(=C1)N)N)=O